6-((4-Chloro-2,3-dihydrobenzofuran-7-yl)methoxy)pyridin ClC1=CC=C(C2=C1CCO2)COC2=CC=CC=N2